ClC1=CC2=C(C=N1)C(=NN2C2=C(C=CC(=C2)Cl)OC(F)F)C(=O)NC 6-Chloro-1-(5-chloro-2-(difluoromethoxy)phenyl)-N-methyl-1H-Pyrazolo[4,3-c]pyridine-3-carboxamide